Tetramethylxylylenbiscarbamat CC(C=1C(=CC=CC1)C(NC([O-])=O)(C)C)(NC([O-])=O)C